C(CCC)OCCC[N+]#[C-] 3-BUTOXYPROP-1-YLISOCYANIDE